C[N+](CCCCCCCCCCC)(CCNC(=O)C=1N(C=C(C1)NC(=O)C=1N(C=C(C1)NC(C1=CC=C(C=C1)\C=C\C=1C=NC2=CC=CC=C2C1)=O)C)C)C (E)-N,N-dimethyl-N-(2-(1-methyl-4-(1-methyl-4-(4-(2-(quinolin-3-yl)vinyl)benzamido)-1H-pyrrole-2-carboxamido)-1H-pyrrole-2-carboxamido)ethyl)undecan-1-aminium